(S)-6-(1-amino-1,3-dihydro-spiro[inden-2,4'-piperidin]-1'-yl)-3-(1-(2,3-dichlorophenyl)vinyl)-1H-pyrazolo[3,4-d]pyrimidin-4(5H)-one N[C@@H]1C2=CC=CC=C2CC12CCN(CC2)C=2NC(C1=C(N2)NN=C1C(=C)C1=C(C(=CC=C1)Cl)Cl)=O